COC=1C=C(CC#N)C=CC1OC 3,4-dimethoxybenzyl cyanide